N[C@H]1CN(C[C@H](C1)O[Si](C1=CC=CC=C1)(C1=CC=CC=C1)C(C)(C)C)C(=O)OC(C)(C)C tert-butyl (3R,5S)-3-amino-5-[tert-butyl(diphenyl)silyl]oxy-piperidine-1-carboxylate